CNC(=O)N1CC2N(C3=C(N(C2)C2=CC=C(C=C2)C(F)(F)F)C=CC=N3)CC1 N-methyl-5-(4-(trifluoromethyl)phenyl)-5,6,6a,7,9,10-hexahydro-8H-pyrazino[1,2-a]pyrido[3,2-e]pyrazine-8-carboxamide